3-(2-amino-6-(1-((6-isopropoxy-1H-indol-3-yl)methyl)-1H-1,2,3-triazol-4-yl)pyrimidin-4-yl)2-methylbenzonitrile NC1=NC(=CC(=N1)C=1C(=C(C#N)C=CC1)C)C=1N=NN(C1)CC1=CNC2=CC(=CC=C12)OC(C)C